ClC=1C=C(C=CC1)[C@@H]1[C@H](C1)C(=O)NC1=NC=NC(=C1)NCC=1N=C2N(C=C(C=C2N2C(CCC2)=O)C2CC2)C1 |r| rac-(1S*,2S*)-2-(3-chlorophenyl)-N-(6-(((6-cyclopropyl-8-(2-oxopyrrolidin-1-yl)imidazo[1,2-a]pyridin-2-yl)methyl)amino)pyrimidin-4-yl)cyclopropane-1-carboxamide